N-(3,3-Diphenylpropyl)glycine tert-butyl-α-bromoisobutyrate C(C)(C)(C)CC(C(=O)O)(C)Br.C1(=CC=CC=C1)C(CCNCC(=O)O)C1=CC=CC=C1